C(C)OC(CCCCC(C(CCCC(CCCCC(CCCC(C)C)C)C)C)CCCCC(OCC)=O)=O Bis(5-ethoxy-5-oxopentyl)(2E,4E,6E,8E,10E,12E,14E)-2,6,11,15-tetramethylhexadecane